2-(4-hydroxyphenyl)-3-(3,5-dihydroxyphenyl)-6-hydroxy-4-benzofurancarboxamide OC1=CC=C(C=C1)C=1OC=2C(C1C1=CC(=CC(=C1)O)O)=C(C=C(C2)O)C(=O)N